4-((1R,5s)-3,8-diazabicyclo[3.2.1]oct-3-yl)-7-(3-chloro-5-hydroxy-2-(trifluoromethyl)phenyl)-8-fluoro-2-(((R)-tetrahydrofuran-2-yl)methoxy)-quinazoline-6-carbonitrile trifluoroacetate FC(C(=O)O)(F)F.[C@H]12CN(C[C@H](CC1)N2)C2=NC(=NC1=C(C(=C(C=C21)C#N)C2=C(C(=CC(=C2)O)Cl)C(F)(F)F)F)OC[C@@H]2OCCC2